[N-](S(=O)(=O)C(F)(F)F)S(=O)(=O)C(F)(F)F.C[N+](CCC)(C)C trimethylpropylammonium bis(trifluoromethylsulfonyl)imide salt